CS(=O)(=O)OCC1[C@H]2CN(C[C@@H]12)C(=O)OCC1=CC=CC=C1 Benzyl (1R,5S,6R)-6-(((methylsulfonyl) oxy) methyl)-3-azabicyclo[3.1.0]hexane-3-carboxylate